Methyl (1R)-4'-chloro-3'-methyl-3-oxospiro[cyclohexane-1,1'-indene]-4-carboxylate ClC1=C2C(=C[C@]3(C2=CC=C1)CC(C(CC3)C(=O)OC)=O)C